4-{(3S,5aR,6R,7R,8aS)-6-[(1E,3R)-4-(3,4-difluorophenoxy)-3-hydroxy-1-buten-1-yl]-7-hydroxyoctahydro-2H-cyclopenta[b]oxepin-3-yl}butanoic acid FC=1C=C(OC[C@@H](/C=C/[C@H]2[C@@H](C[C@@H]3OC[C@H](CC[C@@H]32)CCCC(=O)O)O)O)C=CC1F